[N-]=C=O.[N-]=C=O.CC1C(CCCC1)(C)C methyl-2,2-dimethylcyclohexane diisocyanate